3-(5-isopropoxy-pyridin-2-yl)-N-(5-isopropyl-4-(trifluoromethyl)pyridin-2-yl)-1,2,4-thiadiazol-5-amine C(C)(C)OC=1C=CC(=NC1)C1=NSC(=N1)NC1=NC=C(C(=C1)C(F)(F)F)C(C)C